ethyl 2-(4-isobutoxy-3-isopropyl-5-methyl-6-oxopyridazin-1(6H)-yl)acetate C(C(C)C)OC=1C(=NN(C(C1C)=O)CC(=O)OCC)C(C)C